(R)-2-(2-(3-fluoropyrrolidin-1-yl)pyrimidin-5-yl)-4-oxo-6,7-dihydrothiazolo[5,4-c]pyridine-5(4H)-carboxylic acid tert-butyl ester C(C)(C)(C)OC(=O)N1C(C2=C(CC1)N=C(S2)C=2C=NC(=NC2)N2C[C@@H](CC2)F)=O